5-[(4R,10bS)-8-(2,6-diazaspiro[3.3]hept-2-yl)-9-fluoro-4-methyl-3,4,6,10b-tetrahydro-1H-pyrazino[2,1-a]isoindol-2-yl]quinoline-8-carbonitrile C1N(CC12CNC2)C=2C=C1CN3[C@@H](C1=CC2F)CN(C[C@H]3C)C3=C2C=CC=NC2=C(C=C3)C#N